benzocyclobutyne C1#CC2=C1C=CC=C2